(E)-3-(4-((1R,3R)-2-(4-cyclopropylphenyl)-6-(1-ethyl-1H-pyrazol-4-yl)-3-methyl-1,2,3,4-tetrahydroisoquinolin-1-yl)phenyl)propenoic acid C1(CC1)C1=CC=C(C=C1)N1[C@@H](C2=CC=C(C=C2C[C@H]1C)C=1C=NN(C1)CC)C1=CC=C(C=C1)/C=C/C(=O)O